C1(CCC(N1N1C(C=CC=C1)SSCCC(=O)[O-])=O)=O N-succinimidyl-3-(2-pyridyl dithio)propionate